CC1([C@H](O)[C@@H](O)[C@@H](O1)CO)N1[C@@H](CCC1)C(=O)O N-(1-deoxy-l-fructosyl)-proline